2-(4-Cyano-phenoxy)-2-(4-ethanesulfonyl-phenyl)-N-(5-methoxy-benzothiazol-2-yl)-acetamide C(#N)C1=CC=C(OC(C(=O)NC=2SC3=C(N2)C=C(C=C3)OC)C3=CC=C(C=C3)S(=O)(=O)CC)C=C1